9-Phenyl-6,9-dihydro[1,3]dioxolo[4,5-g]furo[3,4-b]quinolin-8(5H)-one C1(=CC=CC=C1)C1C2=C(NC=3C=C4C(=CC13)OCO4)COC2=O